[(4bS,8S,8aR)-8-carbamoyl-4b,8-dimethyl-4b,5,6,7,8,8a,9,10-octahydrophenanthren-3-yl]carbamate C(N)(=O)[C@]1(CCC[C@@]2(C=3C=C(C=CC3CC[C@@H]12)NC([O-])=O)C)C